tert-butyl 5-oxo-2,3,3a,4,6,6a-hexahydropyrrolo[3,2-b]pyrrole-1-carboxylate O=C1CC2N(CCC2N1)C(=O)OC(C)(C)C